1-pyridin-4-yl-piperazine N1=CC=C(C=C1)N1CCNCC1